2,2,4-trimethyl-3-hydroxypentanoic acid methoxyethyl ester COCCOC(C(C(C(C)C)O)(C)C)=O